FC1=CC=C(C=C1)NC1=C(C=C(C=C1)O)[N+](=O)[O-] 4-((4-fluorophenyl)amino)-3-nitrophenol